O=S1(N=C(C2=C1C=CC=C2)N(N)C)=O 1-(1,1-dioxo-1,2-benzothiazol-3-yl)-1-methyl-hydrazine